Cl.NCCC[Si](OC)(OC)OC gamma-aminopropyl-trimethoxysilane hydrochloride